ClC1=C(C(=C(CNC(C(C)C)=O)C=C1)F)C=1NC(C=C(N1)C1=NC(=CC=C1)C(F)(F)F)=O N-(4-chloro-2-fluoro-3-{6-oxo-4-[6-(trifluoromethyl)pyridin-2-yl]-1,6-dihydropyrimidin-2-yl}benzyl)isobutyramide